4-(4-Cyclohexylphenoxy)aniline C1(CCCCC1)C1=CC=C(OC2=CC=C(N)C=C2)C=C1